NC=1SC=C(N1)C=1C=C(C=CC1)C1=NN2C(C(N(CC2)C)=O)=C1 (3-(2-aminothiazol-4-yl)phenyl)-5-methyl-6,7-dihydropyrazolo[1,5-a]pyrazin-4(5H)-one